[S].O1N=NC=C1.O1N=NC=C1 bisoxadiazole sulfur